6-(azetidin-3-yl)-N-(3,4-dichloro-2-fluorophenyl)quinazolin-4-amine N1CC(C1)C=1C=C2C(=NC=NC2=CC1)NC1=C(C(=C(C=C1)Cl)Cl)F